(R)-(4-(7-fluoropyrazolo[1,5-a]pyridin-2-yl)-6,7-dihydro-1H-imidazo[4,5-c]pyridin-5(4H)-yl)(5-(pyridin-3-yl)-1,3,4-oxadiazol-2-yl)methanone FC1=CC=CC=2N1N=C(C2)[C@@H]2N(CCC1=C2N=CN1)C(=O)C=1OC(=NN1)C=1C=NC=CC1